FC(C(=O)O)(F)F.NC/C(/COC1=CC=C(C=N1)S(=O)(=O)N1CCC(CC1)N1C(N(CC1)C)=O)=C/F 1-{1-[6-((Z)-2-aminomethyl-3-fluoro-allyloxy)-pyridine-3-sulfonyl]-piperidin-4-yl}-3-methyl-imidazolidin-2-one trifluoroacetate salt